5-Amino-3-(4-(2-((3-(2,2-difluorocyclopropyl)phenyl)amino)-2-oxoethyl)phenyl)-1-isopropyl-1H-pyrazole-4-carboxamide NC1=C(C(=NN1C(C)C)C1=CC=C(C=C1)CC(=O)NC1=CC(=CC=C1)C1C(C1)(F)F)C(=O)N